FC(C1=CC=C(C=C1)C1=C(C=C(C=C1)C1=NNC(OC1)=O)F)F 5-[4'-(difluoromethyl)-2-fluoro[1,1'-biphenyl]-4-yl]-3,6-dihydro-2H-1,3,4-oxadiazin-2-one